2-chloro-3-(4-(trifluoromethyl)benzyl)naphthalene-1,4-dione ClC=1C(C2=CC=CC=C2C(C1CC1=CC=C(C=C1)C(F)(F)F)=O)=O